1-Benzyl-4-(4-Methylpiperazin-1-Yl)-2-(Trifluoromethyl)-1H-Benzimidazole C(C1=CC=CC=C1)N1C(=NC2=C1C=CC=C2N2CCN(CC2)C)C(F)(F)F